tert-butyl 1-hydroxy-3,3-dimethyl-1,3-dihydroisobenzofuran-5-ylcarbamate OC1OC(C2=CC(=CC=C12)NC(OC(C)(C)C)=O)(C)C